O1CCC(CC1)C1=C(C=NC2=C(C=CC=C12)C1=C(C(=CC(=C1)F)F)F)C(=O)O 4-(tetrahydro-2H-pyran-4-yl)-8-(2,3,5-trifluorophenyl)quinoline-3-carboxylic acid